6-Fluoro-N-(2-((2S,3S)-2-methylpyrrolidin-3-yl)thieno[2,3-b]pyridin-4-yl)benzo[d]thiazol-5-amine FC1=CC2=C(N=CS2)C=C1NC1=C2C(=NC=C1)SC(=C2)[C@@H]2[C@@H](NCC2)C